1,4-diamino-2,3-bis(trifluoromethoxy)benzene NC1=C(C(=C(C=C1)N)OC(F)(F)F)OC(F)(F)F